N1=CN=C2N=CNC2=C1N[C@@H]1[C@H]([C@@H]([C@H]([C@@H](O1)CO)NC([C@@H](CC1=CNC2=CC=CC=C12)NC(OC(C)(C)C)=O)=O)O)O tert-butyl ((R)-1-(((2R,3R,4R,5S,6S)-6-((7H-purin-6-yl)amino)-4,5-dihydroxy-2-(hydroxymethyl)tetrahydro-2H-pyran-3-yl)amino)-3-(1H-indol-3-yl)-1-oxopropan-2-yl)carbamate